P(OC1=C(C=CC=C1)[C@@H](C)C=C)(O[C@@H](C)C=C)(=O)N (S)-but-3-en-2-yl-phenyl ((S)-but-3-en-2-yl) phosphoramidate